cis-4-chloro-2-[4-[N-cyclopropyl-4-(fluoromethoxy)anilino]cyclohexyl]-5-[[(3S)-4,4-dioxo-1,4-oxathian-3-yl]methylamino]pyridazin-3-one ClC=1C(N(N=CC1NC[C@H]1COCCS1(=O)=O)[C@@H]1CC[C@@H](CC1)N(C1=CC=C(C=C1)OCF)C1CC1)=O